4-(2-methyl-5-(5-(trifluoromethyl)-4-((2-(trimethylsilyl)ethoxy)methyl)-4H-1,2,4-triazol-3-yl)pyridin-3-yl)piperazin-2-one CC1=NC=C(C=C1N1CC(NCC1)=O)C1=NN=C(N1COCC[Si](C)(C)C)C(F)(F)F